OC(CCC)C1=CC(=C(C=N1)C1=NC=C2C=C(N=CC2=C1)N(C(OC(C)(C)C)=O)C)C tert-butyl (7-(6-(1-hydroxybutyl)-4-methylpyridin-3-yl)-2,6-naphthyridin-3-yl)(methyl)carbamate